methyl 3-amino-2-bromo-6-fluoroisonicotinate NC1=C(C(=O)OC)C=C(N=C1Br)F